2,3-Dihydroxy-1,3-Butadiene OC(=C)C(=C)O